C(C)(=O)[C@@](C(=O)S)(O)[C@@](O)([C@](O)([C@H](O)COC(C)=O)C(C)=O)C(C)=O 2,3,4,6-O-tetraacetyl-1-mercaptoglucose